5-amino-1,1'-biphenyl-2-yl 4-aminobenzoate NC1=CC=C(C(=O)OC2=C(C=C(C=C2)N)C2=CC=CC=C2)C=C1